(S)-2-((1-(2-(isoindolin-2-yl)-3,7-dimethyl-4-oxo-4H-pyrido[1,2-a]pyrimidin-9-yl)ethyl)amino)benzenesulfonamide C1N(CC2=CC=CC=C12)C=1N=C2N(C(C1C)=O)C=C(C=C2[C@H](C)NC2=C(C=CC=C2)S(=O)(=O)N)C